ClC=1C=CC(=C(C#N)C1)C1=NC(=CC2=C1N=C(N(C2=O)C)C)Cl 5-chloro-2-(6-chloro-2,3-dimethyl-4-oxo-3,4-dihydropyrido[3,4-d]pyrimidin-8-yl)benzonitrile